BrC1=CC=C(O1)C=1C=C(C=CC1)[C@]1(C(N(CC1)C)=O)O (R)-3-(3-(5-bromofuran-2-yl)phenyl)-3-hydroxy-1-methylpyrrolidin-2-one